N-((1s,3r,5R,7S)-3-((2-(5-fluoroisoindolin-2-yl)-2-oxoethyl)amino)adamantan-1-yl)-4-(pyridin-2-yl)benzamide hydrochloride Cl.FC=1C=C2CN(CC2=CC1)C(CNC12CC3(C[C@@H](C[C@H](C1)C3)C2)NC(C2=CC=C(C=C2)C2=NC=CC=C2)=O)=O